(1s,4s)-1-amino-4-methoxycyclohexanoic acid NC1(CCC(CC1)OC)C(=O)O